ClC=1C=C(C=CC1Cl)/C=C/C(=O)NNC(\C=C\C1=C(C=CC=C1)F)=O (E)-3-(3,4-dichlorophenyl)-N'-((E)-3-(2-fluorophenyl)acryloyl)acrylohydrazide